CCCCCCCCCCCCC/C=C/[C@H]([C@H](CO[C@H]1[C@@H]([C@H]([C@@H]([C@H](O1)CO)O)O)O)N)O D-Glucosylsphingosine